ClC1=C(C=CC=C1)[C@H]([C@@H](C)C=1N(C(C(=C(N1)C(=O)NC=1C=NOC1)O)=O)C)N1N=CC=C1C#N 2-((1s,2r)-1-(2-chlorophenyl)-1-(5-cyano-1H-pyrazol-1-yl)propan-2-yl)-5-hydroxy-N-(isoxazol-4-yl)-1-methyl-6-oxo-1,6-dihydropyrimidine-4-carboxamide